6-Bromo-3-(N-methylacetamido)picolinic acid ethyl ester C(C)OC(C1=NC(=CC=C1N(C(C)=O)C)Br)=O